4-(2-Amino-2-methylpropanoyl)-N-(1-(3-((S)-3-(aminomethyl)pyrrolidin-1-yl)chroman-7-yl)-2-oxo-1,2-dihydropyrimidin-4-yl)piperazine-1-carboxamide hydrochloride salt Cl.NC(C(=O)N1CCN(CC1)C(=O)NC1=NC(N(C=C1)C1=CC=C2CC(COC2=C1)N1C[C@@H](CC1)CN)=O)(C)C